piperazine-1-carboxylic acid bis-HCl salt Cl.Cl.N1(CCNCC1)C(=O)O